N[C@H](CC(=O)O)C (S)-3-aminobutanoic acid